C(C)(=O)O[C@@H]1[C@H]([C@@H]([C@H]([C@@H]([C@H]1NC(=O)OCC1=CC=CC=C1)OC1O[C@@H](CC[C@H]1N=[N+]=[N-])[C@H](C)N(C)C(=O)OCC1=CC=CC=C1)OC(C)=O)OC(C)=O)NC(=O)OCC1=CC=CC=C1 [(1S,2R,3S,4S,5R,6S)-3,4-diacetoxy-5-[(3R,6S)-3-azido-6-[(1S)-1-[benzyloxycarbonyl(methyl)amino]ethyl]tetrahydro pyran-2-yl]oxy-2,6-bis(benzyloxycarbonylamino)cyclohexyl] acetate